F[C@H]1CN(CC[C@@H]1NC(=O)C1=CC(=CC=2N(C=NC21)CC(F)(F)F)C#CCNC2=C(C=C(C=C2)S(=O)(=O)C)OC)CCOC N-[(3S,4S)-3-fluoro-1-(2-methoxyethyl)-4-piperidyl]-6-[3-(2-methoxy-4-methylsulfonyl-anilino)prop-1-ynyl]-1-(2,2,2-trifluoroethyl)benzimidazole-4-carboxamide